6-[4-Fluoro-3-(trifluoromethyl)phenyl]-N4-{[1-(methoxymethyl)cyclopentyl]methyl}-N4-methyl-3-nitropyridin-2,4-diamine FC1=C(C=C(C=C1)C1=CC(=C(C(=N1)N)[N+](=O)[O-])N(C)CC1(CCCC1)COC)C(F)(F)F